(2R,3S)-1-((2-chloropyridin-3-yl)sulfonyl)-2-(4-(cyclopentylamino)-phenyl)-N-(4-methyl-3-(trifluoromethyl)phenyl)piperidine-3-carboxamide ClC1=NC=CC=C1S(=O)(=O)N1[C@H]([C@H](CCC1)C(=O)NC1=CC(=C(C=C1)C)C(F)(F)F)C1=CC=C(C=C1)NC1CCCC1